pentaerythritol ethoxytri(methyl)acrylate C(C)OCC(C(=O)OCC(CO)(CO)CO)=C(C)C